NCCOCCOCCOCCOCCOCCOCCOCCOCCN1CCC(CC1)CN1C(=NC=2C1=C1C(=NC2N)C=CS1)CCCC 1-{[1-(26-amino-3,6,9,12,15,18,21,24-octaoxahexacosan-1-yl)hexahydropyridin-4-yl]methyl}-2-butylthieno[3,2-b]imidazo[4,5-d]pyridine-4-amine